FC=1C(=C(C=C(C1)C(F)(F)F)O)C1=C2C(=C(N=N1)NC1CC(C1)(C)O)C=NC=C2 3-fluoro-2-(4-((3-hydroxy-3-methylcyclobutyl)amino)pyrido[3,4-d]pyridazin-1-yl)-5-(trifluoromethyl)phenol